[K+].S(=O)(=O)([O-])[O-].O1C(=CC(=O)C=2C(O)=CC(O)=CC12)C1=CC(O)=C(O)C=C1.[K+] luteolin sulfate potassium salt